1-(4-fluoro-2-methoxyphenyl)-3-(6-methoxypyridin-3-yl)-4-oxo-1,2,3,4-tetrahydroquinazoline-7-carbonitrile FC1=CC(=C(C=C1)N1CN(C(C2=CC=C(C=C12)C#N)=O)C=1C=NC(=CC1)OC)OC